O1CCN(CC1)CCC1=C(C=CC2=CC=CC=C12)OCC1=CC=C(C=C1)C=1C(=CC=CC1)C#N 4'-((1-(2-morpholinoethyl)naphthalen-2-yl)oxymethyl)-[1,1'-biphenyl]-2-carbonitrile